C1=C(C=CC=2OC3=C(C21)C=CC=C3)B(O)O dibenzo[B,D]furan-2-ylboronic acid